N-(5-((4-chlorophenyl)ethynyl)-1,3,4-thiadiazol-2-yl)-3-(naphthalen-1-yl)isonicotinamide ClC1=CC=C(C=C1)C#CC1=NN=C(S1)NC(C1=C(C=NC=C1)C1=CC=CC2=CC=CC=C12)=O